O1CCC(CC1)C=1C=C(C(=CC1)N)N 4-(oxan-4-yl)benzene-1,2-diamine